ClC=1C=CC=C2C(=CNC12)C(=O)NC1=NC(=CC=C1)C1=NN=CN1C(C)C 7-chloro-N-(6-(4-isopropyl-4H-1,2,4-triazol-3-yl)pyridin-2-yl)-1H-indole-3-carboxamide